ClC=1C=CC(=C(C1)C1=NN(C(=N1)[2H])C)OC 3-(5-chloro-2-methoxyphenyl)-1-methyl-1H-1,2,4-triazole-5-d